N-[5-(1H-benzimidazol-2-yl)-1-[(4-methoxyphenyl)methyl]pyrazol-3-yl]-6-(2-ethoxyethylamino)pyridine-3-carboxamide N1C(=NC2=C1C=CC=C2)C2=CC(=NN2CC2=CC=C(C=C2)OC)NC(=O)C=2C=NC(=CC2)NCCOCC